6-(2-aminoethyl)-2-methyl-5-oxo-5,6,7,8-tetrahydro-1,6-naphthyridine-3-carboxylic acid NCCN1C(C=2C=C(C(=NC2CC1)C)C(=O)O)=O